CO[SiH](CC(CCCC)[SiH](OC)OC)OC 1,2-bis(dimethoxysilyl)hexane